CCCCCCCCC(CCCCCCCC)OC(CCCCCCCN(CCCCCCCC(=O)OCCC(CCCC)CCCC)CCCNC(=O)C1CCOCC1)=O 3-Butylheptyl 8-((8-(heptadecan-9-yloxy)-8-oxooctyl)(3-(tetrahydro-2H-pyran-4-carboxamido)propyl)amino)octanoate